C(CCCCCCCC)C1=NC(=NC(=N1)N)N 6-nonyl-2,4-diamino-1,3,5-triazine